(R)-7-(2-(1-(2,2-difluoro-1-(4-fluorophenyl)propyl)-1H-pyrazol-4-yl)-5-fluoropyrimidin-4-yl)-2-(2,5-dimethyl-1H-pyrrol-1-yl)-[1,2,4]triazolo[1,5-a]pyridine FC([C@@H](C1=CC=C(C=C1)F)N1N=CC(=C1)C1=NC=C(C(=N1)C1=CC=2N(C=C1)N=C(N2)N2C(=CC=C2C)C)F)(C)F